CC=1N=C(C=2N(C1)N=C(N2)NC(=O)C2=C(C=C(S2)C2CCN(CC2)C(=O)OC(C)(C)C)F)C tert-butyl 4-[5-([6,8-dimethyl-[1,2,4]triazolo[1,5-a]pyrazin-2-yl]carbamoyl)-4-fluorothiophen-2-yl]piperidine-1-carboxylate